2,3,4-trihydroxy-benzyl-hydrazine OC1=C(CNN)C=CC(=C1O)O